6-chloro-7-((4-(2-fluoro-6-(methylcarbamoyl)pyridin-3-yl)piperazin-1-yl)methyl)-3-methylpyrazolo[1,5-a]quinoxalin-4(5H)-one ClC1=C2NC(C=3N(C2=CC=C1CN1CCN(CC1)C=1C(=NC(=CC1)C(NC)=O)F)N=CC3C)=O